CN1N=C2C(=CC(=CC2=C1)C1=CC2=C(C(N(C=C2)C2CCN(CC2)C(=O)OC(C)(C)C)=O)S1)C tert-butyl 4-(2-(2,7-dimethyl-2H-indazol-5-yl)-7-oxothieno[2,3-c]pyridin-6(7H)-yl)piperidine-1-carboxylate